ClC=1C2=C(N=CN1)N(C=C2)S(=O)(=O)C2=CC=C(C)C=C2 4-chloro-7-(toluene-4-sulfonyl)-7H-pyrrolo[2,3-d]Pyrimidine